(2S,4R)-1-[(2S)-2-(4-cyclopropyltriazol-1-yl)-3,3-dimethyl-butanoyl]-4-hydroxy-N-[1-(1-isopropyltriazol-4-yl)-1-methyl-ethyl]pyrrolidine-2-carboxamide C1(CC1)C=1N=NN(C1)[C@H](C(=O)N1[C@@H](C[C@H](C1)O)C(=O)NC(C)(C)C=1N=NN(C1)C(C)C)C(C)(C)C